2-chloro-4-((cis-4-methoxycyclohexyl)amino)pyrimidine-5-carboxylic acid ClC1=NC=C(C(=N1)N[C@@H]1CC[C@@H](CC1)OC)C(=O)O